(R)-5-p-toluenesulfonyloxy-1-(4-p-toluenesulfonyloxyphenyl)benzo[d][1,3,2]thiaselenazol-1-one CC1=CC=C(C=C1)S(=O)(=O)OC=1C=CC2=C([Se]NS2(=O)C2=CC=C(C=C2)OS(=O)(=O)C2=CC=C(C)C=C2)C1